The molecule is a pyrroloquinoline that is 1,2,3,3a-tetrahydro-H-pyrrolo[2,3-b]quinolin-4-one substituted by a hydroxy group at position 3a, a methyl group at position 6 and a phenyl group at position 1. It acts as an inhibitor of ATPase activity of non-muscle myosin II. It has a role as an inhibitor. It is a pyrroloquinoline, a cyclic ketone, a tertiary alcohol and a tertiary alpha-hydroxy ketone. CC1=CC2=C(C=C1)N=C3C(C2=O)(CCN3C4=CC=CC=C4)O